N,N'-bis(3,5-dicarboxybenzyl)-4,4'-bipyridine dichloride [Cl-].[Cl-].C(=O)(O)C=1C=C(CN2C=CC(C=C2)=C2C=CN(C=C2)CC2=CC(=CC(=C2)C(=O)O)C(=O)O)C=C(C1)C(=O)O